tri(chloroethyl) phosphate P(=O)(OCCCl)(OCCCl)OCCCl